N(=NCC(CC(C)C)C)CC(CC(C)C)C azobis(2,4-dimethylpentane)